3-methyl-5-(2-hydroxyethyl)-4-methylthiazolium-2-carboxylate C[N+]1=C(SC(=C1C)CCO)C(=O)[O-]